((3-(2-chloro-3-fluoropyridin-4-yl)-1-methyl-1H-pyrazol-4-yl)methyl)(methyl-d3)carbamic acid tert-butyl ester C(C)(C)(C)OC(N(C([2H])([2H])[2H])CC=1C(=NN(C1)C)C1=C(C(=NC=C1)Cl)F)=O